(S)- or (R)-pyridin-2-ylmethylglycine N1=C(C=CC=C1)CNCC(=O)O